(2R,3S,5R)-2-(4-(cyclopentylamino)phenyl)-1-(2,6-difluorobenzoyl)-N-(4-(hydroxymethyl)-3-(trifluoromethyl)phenyl)-5-(trifluoromethyl)piperidine-3-carboxamide C1(CCCC1)NC1=CC=C(C=C1)[C@@H]1N(C[C@@H](C[C@@H]1C(=O)NC1=CC(=C(C=C1)CO)C(F)(F)F)C(F)(F)F)C(C1=C(C=CC=C1F)F)=O